(S)-5-(3-aminoprop-1-yn-1-yl)-N-(3-(2-(4-(4-chlorophenyl)-2,3,9-trimethyl-6H-thieno[3,2-f][1,2,4]triazolo[4,3-a][1,4]diazepin-6-yl)acetamido)propyl)-6-methoxybenzofuran-2-carboxamide NCC#CC=1C(=CC2=C(C=C(O2)C(=O)NCCCNC(C[C@H]2C=3N(C4=C(C(=N2)C2=CC=C(C=C2)Cl)C(=C(S4)C)C)C(=NN3)C)=O)C1)OC